FC=1C=C(C=CC1)C1=CNC2=CC=C(C=C12)C(=O)N[C@@H]1C(N(C2=C(OC1)C=CC=C2)C)=O (S)-3-(3-fluorophenyl)-N-(5-methyl-4-oxo-2,3,4,5-tetrahydrobenzo[b][1,4]oxazepin-3-yl)-1H-indole-5-carboxamide